8-(5-methylpyrazin-2-yl)-N-[(2S)-1-piperazin-1-ylpropan-2-yl]quinazolin-4-amine hydrochloride Cl.CC=1N=CC(=NC1)C=1C=CC=C2C(=NC=NC12)N[C@H](CN1CCNCC1)C